4-(2-chlorotetrafluoroethyltetrafluoro-λ6-sulfanyl)tert-butylbenzene ClC(C(F)(F)S(C1=CC=C(C=C1)C(C)(C)C)(F)(F)(F)F)(F)F